2-chloro-8-methylpteridin-7(8H)-one ClC1=NC=2N(C(C=NC2C=N1)=O)C